1-[2-(N,N-dimethylamino)ethyl]-4-[(3,4,5-trimethoxyphenoxy)methyl]-1H-1,2,3-triazole CN(C)CCN1N=NC(=C1)COC1=CC(=C(C(=C1)OC)OC)OC